NC([C@H](CC1C(NC2=CC=CC(=C12)Cl)=O)NC([C@H](CC1CC1)NC(=O)C=1NC2=CC=CC(=C2C1)OC)=O)=O N-((2S)-1-(((2S)-1-amino-3-(4-chloro-2-oxoindolin-3-yl)-1-oxopropan-2-yl)amino)-3-cyclopropyl-1-oxopropan-2-yl)-4-methoxy-1H-indole-2-carboxamide